2-(4-(3'-chloro-5-fluoro-2-hydroxy-4'-(3-methyl-2-oxo-2,3-dihydro-1H-imidazol-1-yl)-[1,1'-biphenyl]-3-yl)pyridin-2-yl)hexahydropyrazino[1,2-c][1,3]oxazin-6(2H)-one ClC=1C=C(C=CC1N1C(N(C=C1)C)=O)C1=C(C(=CC(=C1)F)C1=CC(=NC=C1)N1CC2N(C(OCC2)=O)CC1)O